(4-(4-((3-((2,6-dimethylphenyl)amino)-1-methyl-1H-pyrazolo[3,4-d]pyrimidin-6-yl)amino)phenyl)piperidin-1-yl)(4-fluoropiperidin-4-yl)methanone 2,2,2-trifluoroacetate FC(C(=O)O)(F)F.CC1=C(C(=CC=C1)C)NC1=NN(C2=NC(=NC=C21)NC2=CC=C(C=C2)C2CCN(CC2)C(=O)C2(CCNCC2)F)C